C1(CC1)C1=NOC(=N1)C1CCNCC1 3-cyclopropyl-5-(piperidin-4-yl)-1,2,4-oxadiazole